O=C1CN(CC2=CC=CC=C12)C(=O)O.N1=CC=C(C=C1)C=CC=1OC=CN1 2-(2-(pyridin-4-yl)vinyl)oxazole 4-oxo-3,4-dihydroisoquinoline-2(1H)-carboxylate